COCCN1CCN(CC1)C1=CC=C(C=C1)[N+](=O)[O-] 1-(2-methoxyethyl)-4-(4-nitrophenyl)piperazine